C(C1=CC=CC=C1)OC=1C2=C(C(=NC1C(=O)OC)NC(=S)NC(=O)OCC)C=CO2 methyl 7-(benzyloxy)-4-(3-(ethoxycarbonyl)thioureido)furo[3,2-c]pyridine-6-carboxylate